2-(4-Chloro-3-{[(2,6-dimethyl-4-{2-[(2R)-tetrahydro-2H-pyran-2-yl]ethoxy}phenyl)carbothioyl]amino}phenyl)propanoic acid ClC1=C(C=C(C=C1)C(C(=O)O)C)NC(=S)C1=C(C=C(C=C1C)OCC[C@@H]1OCCCC1)C